BrC=1C=C2C=NC(=NC2=CC1F)N1CCOCC1 4-(6-Bromo-7-fluoroquinazolin-2-yl)morpholine